FC1(CC(C1)C(CC(=O)N[C@@H](COC(F)F)C1=CC(=CC=C1)OC(F)(F)F)O)F 3-(3,3-difluorocyclobutyl)-N-((R)-2-(difluoromethoxy)-1-(3-(trifluoromethoxy)phenyl)ethyl)-3-hydroxypropanamide